5-Chloro-6-(4-(4-chlorobenzo[d]isoxazol-3-yl)piperazin-1-yl)-N-(methylsulfonyl)nicotinamide ClC=1C(=NC=C(C(=O)NS(=O)(=O)C)C1)N1CCN(CC1)C1=NOC2=C1C(=CC=C2)Cl